N1N=CC(=C1)C=1C=CC(=NC1)N1C(N(C2(C1)CCN(CC2)C(=O)C2COC2)CC2=CC(=CC=C2)OC)=O 3-(5-(1H-pyrazol-4-yl)pyridin-2-yl)-1-(3-methoxybenzyl)-8-(oxetane-3-carbonyl)-1,3,8-triazaspiro[4.5]decan-2-one